[N+](=O)([O-])C1=C(C=CC(=C1)[N+](=O)[O-])S(=O)N 2,4-dinitrophenylsulfinamide